pyrido[1,2-a][1,4]diazocine-9-carboxylic acid C1=C2N(CC=CC=N1)C=C(C=C2)C(=O)O